1-cyclopentyl-4-((3-(pyridin-2-yl)isoxazol-5-yl)methyl)-1,4-dihydropyrazine-2,3-dione C1(CCCC1)N1C(C(N(C=C1)CC1=CC(=NO1)C1=NC=CC=C1)=O)=O